C(C1=CC=CC=C1)C1=NC=2N(C=C(NC2CC2=C(C(=CC=C2)F)F)C2=CC=CC=C2)C1=O 2-Benzyl-8-(2,3-difluorobenzyl)-6-phenylimidazo[1,2-a]pyrazin-3(7H)-one